[1-[[(2-methylpropan-2-yl)oxycarbonylamino]methyl]-2-oxabicyclo[2.1.1]hexan-4-yl]methyl methanesulfonate CS(=O)(=O)OCC12COC(C1)(C2)CNC(=O)OC(C)(C)C